C(#N)CCOC[C@H]1CN(CCO1)C(=O)OC(C)(C)C tert-butyl (2R)-2-(2-cyanoethoxymethyl)morpholine-4-carboxylate